O7-[[5-[[7-[(Z)-dec-4-enoxy]-7-oxo-heptanoyl]oxymethyl]-2,2-dimethyl-1,3-dioxan-5-yl]methyl] O1-[(Z)-dec-4-enyl] heptanedioate C(CCCCCC(=O)OCC1(COC(OC1)(C)C)COC(CCCCCC(=O)OCCC\C=C/CCCCC)=O)(=O)OCCC\C=C/CCCCC